2-((1-naphthalamido)methyl)isonicotinic acid C1(=CC=CC2=CC=CC=C12)C(=O)NCC=1C=C(C(=O)O)C=CN1